(E)-2-((1-cyclopropyl-1H-pyrrol-2-yl)methylene)-6,7-dimethoxy-3,4-dihydronaphthalen-1(2H)-on C1(CC1)N1C(=CC=C1)\C=C/1\C(C2=CC(=C(C=C2CC1)OC)OC)=O